1-N-[4-[7-[1-(2-fluoroethyl)pyrazol-4-yl]quinolin-4-yl]oxyphenyl]-1-N'-(4-fluorophenyl)cyclopropane-1,1-dicarboxamide FCCN1N=CC(=C1)C1=CC=C2C(=CC=NC2=C1)OC1=CC=C(C=C1)NC(=O)C1(CC1)C(=O)NC1=CC=C(C=C1)F